FC1(CCC(CC1)C(NC(=O)C1=C(C=NN1C(C)C)F)C=1OC2=C(N1)C=C(C=C2F)C(COC)N2C(NC(C2)C(F)(F)F)=O)F N-((4,4-difluorocyclohexyl)(7-fluoro-5-(2-methoxy-1-(2-oxo-4-(trifluoromethyl)imidazolidin-1-yl)ethyl)benzo[d]oxazol-2-yl)methyl)-4-fluoro-1-isopropyl-1H-pyrazole-5-carboxamide